C1(CCCC1)C#N cyclopentan-1-carbonitrile